ClC=1C=C(C=CC1F)NC(N(C)[C@@H]1COCC=2NC(C=3C=C(C=CC3C21)Cl)=O)=O (S)-3-(3-chloro-4-fluorophenyl)-1-(8-chloro-6-oxo-1,4,5,6-tetrahydro-2H-pyrano[3,4-c]isoquinolin-1-yl)-1-methylurea